CN1C(=O)NC(=O)C1 N-methyl-hydantoin